6-(1H-pyrazol-1-yl)pyridin-2-amine N1(N=CC=C1)C1=CC=CC(=N1)N